O(CC1(OC(OC1)OC)C)CC1(OC(OC1)OC)C 4,4'-(oxybis(methylene))bis(2-methoxy-4-methyl-1,3-dioxolane)